BrCC1=NC2=CC(=NC(=C2C=C1)Cl)Cl 2-(bromomethyl)-5,7-dichloro-1,6-naphthyridine